N,N-dimethyl-benzoyl-allyl-amine CN(C)CC=CC(C1=CC=CC=C1)=O